[1-(3-tert-butyl-phenyl)-1H-pyrazol-4-yl]-pyridine C(C)(C)(C)C=1C=C(C=CC1)N1N=CC(=C1)C1=NC=CC=C1